(2R)-4-[6-[3-(5-chloro-2-fluoro-phenyl)-1H-pyrazol-4-yl]-1,5-naphthyridin-3-yl]piperazine-2-carboxylic acid ClC=1C=CC(=C(C1)C1=NNC=C1C=1N=C2C=C(C=NC2=CC1)N1C[C@@H](NCC1)C(=O)O)F